BrC1=C(C=C(C=C1)C(C)SC)OC (1-(4-bromo-3-methoxyphenyl)ethyl)(methyl)sulfane